C(C)(CC)NC=1C(=CC=CC1)N N-(sec-butyl)benzene-1,2-diamine